FC1=CC=C(C=C1)OCCCI 1-fluoro-4-(3-iodopropoxy)benzene